3-chloro-6-methyl-4-(2,4,6-trifluorophenyl)pyridazine ClC=1N=NC(=CC1C1=C(C=C(C=C1F)F)F)C